tert-butyl (3R)-3-[6-(2-hydroxy-4-methoxy-6-methyl-phenyl)pyrido[2,3-b]pyrazin-3-yl]piperidine-1-carboxylate OC1=C(C(=CC(=C1)OC)C)C=1C=CC=2C(=NC(=CN2)[C@H]2CN(CCC2)C(=O)OC(C)(C)C)N1